N(N)C1=NN(C=N1)C 3-hydrazino-1-methyl-1,2,4-triazole